(2,6-Dichloropyridin-4-yl)methyl 1-aminocyclohexane-1-carboxylate hydrochloride Cl.NC1(CCCCC1)C(=O)OCC1=CC(=NC(=C1)Cl)Cl